7-(2-Fluorophenyl)-1-(2-isopropyl-4-methylpyridin-3-yl)-6-methylpteridine-2,4(1H,3H)-dione FC1=C(C=CC=C1)C1=C(N=C2C(NC(N(C2=N1)C=1C(=NC=CC1C)C(C)C)=O)=O)C